tert-butyl 4-(2-(2-(1-(9H-fluoren-9-yl)-3-oxo-2,7,10-trioxa-4-azatridecan-13-amido)benzamido)-5-methylthiazol-4-yl)piperidine-1-carboxylate C1=CC=CC=2C3=CC=CC=C3C(C12)COC(NCCOCCOCCC(=O)NC1=C(C(=O)NC=2SC(=C(N2)C2CCN(CC2)C(=O)OC(C)(C)C)C)C=CC=C1)=O